FC1=C(C(=C(C(=C1F)NCC1=C(SC=C1)C(=O)O)F)F)C1=CC(=CC=C1)OC(F)(F)F ((2,3,5,6-tetrafluoro-3'-(trifluoromethoxy)-[1,1'-biphenyl]-4-yl)aminomethyl)thiophene-2-carboxylic acid